C1(CCC(N1OC(CCNC(CBr)=O)=O)=O)=O 3-(bromoacetamido)propanoic acid succinimidyl ester